C(C1=CC=CC=C1)OC1=NC(=CC=C1C1=NN(C2=C(C=CC=C12)N[C@H]1[C@H](CC2(CN(C2)C(=O)OC(C)(C)C)CC1)C)C)OCC1=CC=CC=C1 tert-butyl (6S,7R)-7-((3-(2,6-bis(benzyloxy)pyridin-3-yl)-1-methyl-1H-indazol-7-yl)amino)-6-methyl-2-azaspiro[3.5]nonane-2-carboxylate